O=C1NC2=CC(=CC=C2C(N1C(F)(F)F)=O)CN1CCN(CC1)C=1C=CC(=NC1F)C(=O)NC 5-(4-((2,4-dioxo-3-(trifluoromethyl)-1,2,3,4-tetrahydroquinazolin-7-yl)methyl)piperazin-1-yl)-6-fluoro-N-methylpicolinamide